N-(3-bromo-5-(N-(tert-butyl)sulfamoyl)phenyl)-6-((1-hydroxy-2-methylpropan-2-yl)amino)-2-(6-azaspiro[2.5]octan-6-yl)nicotinamide BrC=1C=C(C=C(C1)S(NC(C)(C)C)(=O)=O)NC(C1=C(N=C(C=C1)NC(CO)(C)C)N1CCC2(CC2)CC1)=O